N-((1S,2S)-2-((tert-butyldimethylsilyl)oxy)cyclohexyl)-6-fluoro-3-methoxyquinoxalin-5-amine [Si](C)(C)(C(C)(C)C)O[C@@H]1[C@H](CCCC1)NC=1C=2N=C(C=NC2C=CC1F)OC